3-(1,3-dimethyl-1H-indazol-5-yl)-2,5-dimethyl-N-(pyridin-4-ylmethyl)pyrazolo[1,5-a]pyrimidin-7-amine CN1N=C(C2=CC(=CC=C12)C=1C(=NN2C1N=C(C=C2NCC2=CC=NC=C2)C)C)C